C(SC(C)(C)C)([S-])=S tertiary butyl trithiocarbonate